C1(CC1)NC(C([C@@H](C[C@H]1C(NC2(CC2)C1)=O)C1(N(CC2C1CCC2)C(=O)C=2NC1=CC(=CC(=C1C2)Cl)Cl)C(=O)N)O)=O |o1:8| ((2S)-4-(cyclopropylamino)3-hydroxy-4-oxo-1-((R*)-5-oxo-4-azaspiro[2.4]heptan-6-yl)butan-2-yl)-2-(4,6-dichloro-1H-indole-2-carbonyl)octahydrocyclopenta[c]pyrrole-1-carboxamide